6-Chloro-8-(4,4-difluoropiperidin-1-yl)-[1,2,4]triazolo[1,5-a]pyrazine ClC=1N=C(C=2N(C1)N=CN2)N2CCC(CC2)(F)F